4-[[(1S,2S)-2-[2-azabicyclo[2.2.2]oct-2-yl]-4,6-dichloro-2,3-dihydro-1H-inden-1-yl]oxy]benzene C12N(CC(CC1)CC2)[C@@H]2[C@H](C1=CC(=CC(=C1C2)Cl)Cl)OC2=CC=CC=C2